3-(1,1-difluoroethyl)bicyclo[1.1.1]Pentane-1-amine hydrochloride Cl.FC(C)(F)C12CC(C1)(C2)N